monophosphoryl-N-acetylneuraminic acid P(=O)#CC(=O)N[C@@H]1[C@H](CC(C(O)=O)(O)O[C@H]1[C@H](O)[C@H](O)CO)O